NC1CCN(CC1)CC1CN(CC1)C1=CC=C(C=C1)C1C(NC(CC1)=O)=O 3-(4-(3-((4-aminopiperidin-1-yl)methyl)pyrrolidin-1-yl)phenyl)piperidine-2,6-dione